N[C@H]1CS(C2=C(N(C1=O)CC1=CC=C(C=C1)OC(C)C)C=C(C(=C2)F)C2=NOC(=N2)C(C(F)(F)F)N)(=O)=O (3R)-3-amino-7-[5-(1-amino-2,2,2-trifluoro-ethyl)-1,2,4-oxadiazol-3-yl]-8-fluoro-5-[(4-isopropoxyphenyl)methyl]-1,1-dioxo-2,3-dihydro-1lambda6,5-benzothiazepin-4-one